2,4-bis([1,1'-biphenyl]-4-yl)-6-(4-bromophenyl)pyrimidine C1(=CC=C(C=C1)C1=NC(=CC(=N1)C1=CC=C(C=C1)C1=CC=CC=C1)C1=CC=C(C=C1)Br)C1=CC=CC=C1